ClC1=CC(=C(CN2CCC3(CCNC3)CC2)C=C1)N1CCC(CC1)F 8-(4-chloro-2-(4-fluoropiperidin-1-yl)benzyl)-2,8-diazaspiro[4.5]Decane